Cl.C(CCCCCCC)(=O)N octanamide hydrochloride